(2,2-dimethyl-4-piperidinyl)-5-(1-piperidinylmethyl)-5,6-dihydro-1,4,2-dioxazine CC1(NCCC(C1)C1=NOCC(O1)CN1CCCCC1)C